C(C)OC=1C=C2C(=NC(=NC2=CC1)C1=CC(=CC=C1)OCCN1C(COCC1)C)NC1CC(NCC1)=O 4-((6-Ethoxy-2-(3-(2-(3-methylmorpholino)ethoxy)phenyl)quinazolin-4-yl)amino)piperidin-2-one